(3R)-3-(4-Chlorophenyl)-2-[(5-chloropyridin-2-yl)methyl]-4-fluoro-6-[1-hydroxy-1-(1-methylazetidin-3-yl)ethyl]-3-methoxy-2,3-dihydro-1H-isoindol-1-on ClC1=CC=C(C=C1)[C@@]1(N(C(C2=CC(=CC(=C12)F)C(C)(C1CN(C1)C)O)=O)CC1=NC=C(C=C1)Cl)OC